4-METHOXYBENZO[B]THIOPHEN-2-YLBORONIC ACID COC1=CC=CC=2SC(=CC21)B(O)O